COC1=CC=C(OC=2C(C3=CC=CC(=C3C(C2)=O)O)=O)C=C1 2-(4-methoxyphenoxy)-5-hydroxynaphthalene-1,4-dione